Tert-butyl 4-[1-(7-chloro-1,6-naphthyridin-2-yl)-2-ethoxy-2-oxoethyl]piperidine-1-carboxylate ClC1=NC=C2C=CC(=NC2=C1)C(C(=O)OCC)C1CCN(CC1)C(=O)OC(C)(C)C